tert-Butyl (S)-3-((3-ethyl-5-(((2R,3S)-2-hydroxypentan-3-yl)amino)-3H-imidazo[4,5-b]pyridin-7-yl)amino)pyrrolidine-1-carboxylate C(C)N1C=NC=2C1=NC(=CC2N[C@@H]2CN(CC2)C(=O)OC(C)(C)C)N[C@H]([C@@H](C)O)CC